C(OCCCCCCBr)(OCC(CCCCCC)CCCC)=O 6-bromohexyl (2-butyloctyl) carbonate